N-(2-Hydroxy-2-methylpropyl)-2,4,8,10-dodecatetraenamide OC(CNC(C=CC=CCCC=CC=CC)=O)(C)C